C(C)(=O)C1=NN(C2=C(C=C(C=C12)C=1C=NC(=NC1)C)C)CC(=O)N1[C@@H]2C[C@@]2(C[C@H]1C(=O)NC1CCC2(OCCO2)CC1)C (1R,3S,5R)-2-(2-(3-acetyl-7-methyl-5-(2-methylpyrimidin-5-yl)-1H-indazol-1-yl)acetyl)-5-methyl-N-(1,4-dioxaspiro[4.5]decan-8-yl)-2-azabicyclo[3.1.0]hexane-3-carboxamide